[N+](=O)([O-])C=1N(N(C(N1)=O)[2H])[2H] 3-nitro-1,2,4-triazole-5-one-d2